C(CCCCCCCCCCCCCCCCCC)C1=C(C=CC=C1)O.[Na] sodium nonadecylphenol